CC(CCC(C(=O)O)(C)OC(C(C)C)=O)C.C(C(C)C)(=O)OC(C(=O)OCC(C)C)(C)C isobutyl α-isobutyryloxyisobutyrate (2-methylpropyl α-isobutyryloxyisobutyrate)